C(#N)C1=C(C=CC=C1)SC=1C=2N(C=C(C1)C=1C=NN(C1)C1COCC1)N=CC2C#N 4-((2-cyanophenyl)thio)-6-(1-(tetrahydrofuran-3-yl)-1H-pyrazol-4-yl)pyrazolo[1,5-a]pyridine-3-carbonitrile